[Fe](Cl)Cl.C(C)(C)C1=C(C(=CC=C1)C(C)C)N=C(C)C1=NC(=CC=C1)C(C)=NC1=C(C=CC=C1C)Cl 2-[1-(2,6-diisopropylphenylimino)ethyl]-6-[1-(2-chloro-6-methylphenylimino)ethyl]pyridine iron dichloride